P(=O)([O-])([O-])O.[K+].[K+].O=C1C(O)=C(O)[C@H](O1)[C@@H](O)CO L-ascorbic acid dipotassium phosphate